ClC1=NC2=CC=CC=C2C(=C1)C1(CC1)C(=O)O 1-(2-chloroquinolin-4-yl)cyclopropane-1-carboxylic acid